4-Fluoro-6-(1-(8-(2-methoxyethyl)-8-azabicyclo[3.2.1]octan-3-yl)piperidin-4-yl)-1-methyl-2-(4-(methylsulfonyl)phenyl)-1H-benzo[d]imidazol FC1=CC(=CC=2N(C(=NC21)C2=CC=C(C=C2)S(=O)(=O)C)C)C2CCN(CC2)C2CC1CCC(C2)N1CCOC